tert-Butyl (S)-2-((S)-3,3-difluorocyclohexyl)-2-((diphenylmethylene)amino)acetate FC1(C[C@H](CCC1)[C@@H](C(=O)OC(C)(C)C)N=C(C1=CC=CC=C1)C1=CC=CC=C1)F